estrene diacetate C(C)(=O)O.C(C)(=O)O.C[C@@]12C=CC[C@H]1[C@@H]1CCC3CCCC[C@@H]3[C@H]1CC2